1-(1H-benzimidazol-5-yl)-5-[2,3-difluoro-4-(5-methylthiophen-3-yl)phenyl]imidazolidin-2-one N1C=NC2=C1C=CC(=C2)N2C(NCC2C2=C(C(=C(C=C2)C2=CSC(=C2)C)F)F)=O